C/C(/C(=O)OCC)=C\[C@H](C(C)C)N(C([C@@H](N)C(C)(C)C)=O)C ethyl (2E,4S)-2,5-dimethyl-4-[methyl(3-methyl-L-valyl)amino]hex-2-enoate